cyclopropyl-N-(2,2,2-trifluoroethyl)piperidin-4-amine hydrochloride Cl.C1(CC1)N1CCC(CC1)NCC(F)(F)F